FC=1C(=C(OC=2C=C(C(=NC2)C(F)(F)F)OC)C=CC1F)OC 5-(3,4-difluoro-2-methoxy-phenoxy)-3-methoxy-2-(trifluoromethyl)pyridine